ClC=1C=CC=C2C=C(NC12)C(=O)N[C@@H]1COC[C@H]1C 7-chloro-N-[(3S,4S)-4-methyloxolan-3-yl]-1H-indole-2-carboxamide